C1=C(C=CC2=CC=CC=C12)C(=O)[O-].[Sn+4].C1=C(C=CC2=CC=CC=C12)C(=O)[O-].C1=C(C=CC2=CC=CC=C12)C(=O)[O-].C1=C(C=CC2=CC=CC=C12)C(=O)[O-] tin β-naphthoate